CC1=C(C(=C(C(=C1O)C)O)C)O 2,4,6-trimethylbenzene-1,3,5-triol